6-(4-Chlorophenyl)-5-(1-(pyridin-2-ylmethyl)-1H-1,2,3-triazol-4-yl)imidazo[2,1-b]thiazol ClC1=CC=C(C=C1)C=1N=C2SC=CN2C1C=1N=NN(C1)CC1=NC=CC=C1